(R)-3-amino-1-(4-((6-amino-9H-purin-9-yl)methyl)-2,2-difluorobenzo[d][1,3]dioxol-5-yl)-N-cyclopropylpyrrolidine-3-carboxamide N[C@]1(CN(CC1)C1=C(C2=C(OC(O2)(F)F)C=C1)CN1C2=NC=NC(=C2N=C1)N)C(=O)NC1CC1